IC1=CC(=C(C=C1)C1=CC(=CC=C1)N1C2=CC=CC=C2C=2C=CC=CC12)N1C2=CC=CC=C2C=2C=CC=CC12 9,9'-(4-iodo-[1,1'-biphenyl]-2,3'-diyl)bis(9H-carbazole)